(+)-BORNEOL C[C@@]12CC[C@@H](C1(C)C)C[C@@H]2O